2-[[ethyl(isopropyl)carbamoyl]amino]-4-[2-isopropoxyethyl-[4-(5,6,7,8-tetrahydro-1,8-naphthyridin-2-yl)butyl]amino]butanoic acid C(C)N(C(=O)NC(C(=O)O)CCN(CCCCC1=NC=2NCCCC2C=C1)CCOC(C)C)C(C)C